[1,4]oxazepin-5(4H)-one O1C=CNC(C=C1)=O